β-(3,4-epoxycyclohexyl)ethylmethyldimethoxysilane C1(CC2C(CC1)O2)CC[Si](OC)(OC)C